C(=O)O.ClC1=C(C=CC(=C1)F)N1CC2(C1)CC(C2)OC=2C=CC(=NC2C(=O)N[C@H]2CNCC2)C=2C(=NC=CC2)OCC (R)-5-((2-(2-chloro-4-fluorophenyl)-2-azaspiro[3.3]heptan-6-yl)oxy)-2'-ethoxy-N-(pyrrolidin-3-yl)-[2,3'-bipyridine]-6-carboxamide formate